8'-{6-[3-(Dimethylamino)azetidin-1-yl]-5-{[ethyl(methyl)sulfamoyl]amino}pyridin-3-yl}-3'-methyl-2',3'-dihydrospiro[cyclobutane-1,1'-pyrrolo[2,3-c]quinoline]-2'-one CN(C1CN(C1)C1=C(C=C(C=N1)C1=CC=2C3=C(C=NC2C=C1)N(C(C31CCC1)=O)C)NS(N(C)CC)(=O)=O)C